C(C1=CC=CC=C1)OC1=NC=C(C(=C1)C=O)Br 2-(benzyloxy)-5-bromopyridine-4-carbaldehyde